5,5-Dimethyl-N-[(3S)-2-Oxo-5-Phenyl-1,3-Dihydro-1,4-Benzodiazepin-3-yl]-7,8-Dihydro-6H-Pyrazolo[5,1-b][1,3]Oxazepine-3-Carboxamide CC1(CCCN2C(O1)=C(C=N2)C(=O)N[C@@H]2C(NC1=C(C(=N2)C2=CC=CC=C2)C=CC=C1)=O)C